methyl 2-(4-chlorophenoxy)-4-(tosyloxy)butanoate ClC1=CC=C(OC(C(=O)OC)CCOS(=O)(=O)C2=CC=C(C)C=C2)C=C1